[N+](=O)([O-])C=1C(=C2C(=NC1)N(C=C2)S(=O)(=O)C2=CC=CC=C2)CNC2=CC=C(C(=O)OC(C)(C)C)C=C2 tert-butyl 4-(((5-nitro-1-(phenylsulfonyl)-1H-pyrrolo[2,3-b]pyridin-4-yl)methyl)amino)benzoate